C(C)[Si](CC)(CC)O[Si](CC)(CC)CC triethylsilylether